(+/-)-1-(7-bromo-3-methyl-5-phenyl-2,5-dihydrobenzo[b]oxepin-9-yl)-3-(p-tolyl)urea BrC1=CC2=C(OCC(=C[C@@H]2C2=CC=CC=C2)C)C(=C1)NC(=O)NC1=CC=C(C=C1)C |r|